chloro-N-(cyclopropyl-[1,1'-biphenyl]-3-yl)-N,1-dimethyl-[1,2,4]triazolo[4,3-a]quinazolin-5-amine ClC1=C2C(=NC=3N(C2=CC=C1)C(=NN3)C)N(C)C=3C(=C(C=CC3)C3=CC=CC=C3)C3CC3